OC1=C(C=C(C=C1)CCCOC(C(=C)C)=O)N1NC2=C(N1)C=CC=C2 2-(2'-hydroxy-5'-methacryloyloxypropylphenyl)benzotriazoleN